NC1=NC=NN2C1=CC=C2[C@@]2(O[C@@H]([C@H]1OC(CCCCCCCCC(O[C@H]12)=O)=O)CO)C#N (12aR,13R,15R,15aR)-13-(4-aminopyrrolo[2,1-f][1,2,4]triazin-7-yl)-15-(hydroxymethyl)-2,11-dioxotetradecahydrofuro[3,4-b][1,4]dioxacyclotetradecine-13-carbonitrile